N1CCC(CC1)CN1CC2C(C1)CN(C2)C(=O)[O-] 5-(Piperidin-4-ylmethyl)hexahydropyrrolo[3,4-c]pyrrole-2(1H)-carboxylate